(-)-6-(2-chloro-3-methoxyphenyl)-2-(5-methylpyrimidin-2-yl)-5,6,7,8-tetrahydrophthalazin-1(2H)-one ClC1=C(C=CC=C1OC)C1CC=2C=NN(C(C2CC1)=O)C1=NC=C(C=N1)C